N(=[N+]=[N-])C(C)(C)C1=CN=C(C2=CN=C(C=C12)Cl)O[C@H]1[C@@H](N(C1)C(=O)C1CC1)C ((2S,3R)-3-((4-(2-azidopropan-2-yl)-6-chloro-2,7-naphthyridin-1-yl)oxy)-2-methylazetidin-1-yl)(cyclopropyl)methanone